5-(3-{bis[(2S,3R,4R,5R)-2,3,4,5,6-pentahydroxyhexyl]amino}propyl)-1,3-diethyl-1H-1,3-benzodiazol-3-ium O[C@@H](CN(CCCC1=CC2=C(N(C=[N+]2CC)CC)C=C1)C[C@@H]([C@H]([C@@H]([C@@H](CO)O)O)O)O)[C@H]([C@@H]([C@@H](CO)O)O)O